(Z)-ethyl N-mesitylsulfonyloxyacetimidate C1(=C(C(=CC(=C1)C)C)S(=O)(=O)O\N=C(\C)/OCC)C